ethylenediaminetetra(methylene)tetra(phosphonic acid) C(CN(CP(O)(O)=O)CP(O)(O)=O)N(CP(O)(O)=O)CP(O)(O)=O